N1(CCNCC1)C=1SC=CN1 2-(Piperazin-1-yl)thiazole